(S)-3-hydroxy-3-(2-naphthyl)-propanal O[C@@H](CC=O)C1=CC2=CC=CC=C2C=C1